phenyl 4,4-difluoropiperidine-1-carboxylate FC1(CCN(CC1)C(=O)OC1=CC=CC=C1)F